C(CCCCCCCCCCC\C=C/CCCCCCCC)(=O)O.ON1C(C=2C(C1=O)=CC=CC2)=O N-hydroxyphthalimide erucate